6-methyl-N5-(4-methylpentan-2-yl)-N2-phenylpyridine-2,5-diamine CC1=C(C=CC(=N1)NC1=CC=CC=C1)NC(C)CC(C)C